4-benzyloxy-2-[4-tert-butyl-2-(4-fluoro-2-methoxy-phenoxy)-6-methyl-phenyl]-1,6-naphthyridine-5-carboxylic acid methyl ester COC(=O)C=1C=2C(=CC(=NC2C=CN1)C1=C(C=C(C=C1C)C(C)(C)C)OC1=C(C=C(C=C1)F)OC)OCC1=CC=CC=C1